(R)-1-ethyl-3-methyl-3,4-dihydro-1H-2-quinoxalinone C(C)N1C([C@H](NC2=CC=CC=C12)C)=O